CCCCCCCC/C=C\CCCCCCCCCC(=O)O[C@H](COC(=O)CCCCCCC/C=C\C/C=C\C/C=C\CC)COP(=O)(O)OC[C@@H](C(=O)O)N 1-(9Z,12Z,15Z-octadecatrienoyl)-2-(11Z-eicosenoyl)-glycero-3-phosphoserine